ClC=1C(=C(C2=C(C=3C4=C(C(N(C3C=N2)C)=O)CN(CC4)C(=O)[O-])C1)F)C1=C(C=CC=C1OCC1=CC=C(C=C1)OC)F 11-chloro-9-fluoro-10-(2-fluoro-6-((4-methoxybenzyl) oxy) phenyl)-6-methyl-5-oxo-1,4,5,6-tetrahydrobenzo[f]pyrido[3,4-c][1,7]naphthyridine-3(2H)-carboxylate